N(=C=O)SCC=1SC(=CC1)CSN=C=O 2,5-diisocyanatothiomethylthiophene